BrC1=CC(=C(C(=C1)OC)C=1N=NN(C1)CC)OC 4-(4-bromo-2,6-dimethoxyphenyl)-1-ethyltriazole